Tert-butyl 2-formyl-6-((4-(6-nitro-1-(tetrahydro-2H-pyran-2-yl)-1H-indazol-4-yl)-1H-1,2,3-triazol-1-yl)methyl)-1H-indole-1-carboxylate C(=O)C=1N(C2=CC(=CC=C2C1)CN1N=NC(=C1)C1=C2C=NN(C2=CC(=C1)[N+](=O)[O-])C1OCCCC1)C(=O)OC(C)(C)C